1,2,3-thiadiazole-5-carboxylic acid S1N=NC=C1C(=O)O